4-[3-[(2R)-2-[(1R)-1-hydroxyethyl]-2-methyl-pyrrolidine-1-carbonyl]-8-methoxy-1-propyl-5,6-dihydropyrrolo[2,1-a]isoquinolin-9-yl]-1-methyl-pyridin-2-one O[C@H](C)[C@@]1(N(CCC1)C(=O)C1=CC(=C2N1CCC1=CC(=C(C=C21)C2=CC(N(C=C2)C)=O)OC)CCC)C